5,5-dimethyl-5,10-dihydropyrido[2,3-b][1,8]naphthyridine CC1(C2=C(NC3=NC=CC=C13)N=CC=C2)C